C(C1=CC=C(C(=O)[O-])C=C1)(=O)OC(F)(F)F perfluoromethyl terephthalate